Tert-butyl ((1R,3S)-3-((7-fluoronaphtho[2,1-d]thiazol-2-yl)carbamoyl)cyclopentyl)(methyl)carbamate FC=1C=C2C=CC=3N=C(SC3C2=CC1)NC(=O)[C@@H]1C[C@@H](CC1)N(C(OC(C)(C)C)=O)C